C[SiH](OC)OC Methyldimethoxysilane